(phenyl)(naphthyl)(diphenylcarbazolylbiphenylyl)amine C1(=CC=CC=C1)N(C1=C(C=C(C(=C1C1=CC=CC=2C3=CC=CC=C3NC12)C1=CC=CC=C1)C1=CC=CC=C1)C1=CC=CC=C1)C1=CC=CC2=CC=CC=C12